tert-butyl 2-methyl-[4,8'-biquinoline]-6-carboxylate CC1=NC2=CC=C(C=C2C(=C1)C=1C=CC=C2C=CC=NC12)C(=O)OC(C)(C)C